FC1=C2C3=CC=C(C(NCCCCOC=4C=C(C=C(NC(N=C1)=N2)C4)CS(=O)(C)=N)=C3)F (3,20-difluoro-13-oxa-5,7,18,25-tetrazatetracyclo[17.3.1.12,6.18,12]pentacosa-1(22),2,4,6(25),8,10,12(24),19(23),20-nonaen-10-yl)methyl-imino-methyl-oxo-λ6-sulfane